FC=1C=C(C=CC1OC)[C@H](CC(=O)O)N1CC(C1)OCCCC1=NC=2NCCCC2C=C1 (S)-3-(3-fluoro-4-methoxyphenyl)-3-(3-(3-(5,6,7,8-tetrahydro-1,8-naphthyridin-2-yl)propoxy)azetidin-1-yl)propionic acid